benzyl rel-(S)-4-cyanoazepane-1-carboxylate C(#N)[C@@H]1CCN(CCC1)C(=O)OCC1=CC=CC=C1 |o1:2|